C(CCCCCCCCCC(CCCCCCCCCCCCCCCCCCC)O)O triacontan-1,11-diol